1,1,1,3,3,3-hexamethyltrisilane C[Si]([SiH2][Si](C)(C)C)(C)C